C1(=CC=CC=C1)N1C(C(=CC=C1C=1SC=CC1)C#N)=S phenyl-6-(thiophen-2-yl)-2-thioxo-1,2-dihydropyridine-3-carbonitrile